methylbutoxysilane C[SiH2]OCCCC